5-[4-[(3S)-1-(3-fluoropropyl)pyrrolidin-3-yl]Oxyphenyl]-4-(3-hydroxyphenyl)-1,1-dioxo-2,3-dihydro-benzothiepin-8-ol FCCCN1C[C@H](CC1)OC1=CC=C(C=C1)C1=C(CCS(C2=C1C=CC(=C2)O)(=O)=O)C2=CC(=CC=C2)O